BrC=1C=C2C=C(C(=NC2=CC1)OC)[C@H]([C@H](CCN(C)C)O)C1=CC=CC=C1 (1R,2S)-1-(6-bromo-2-methoxyquinolin-3-yl)-4-(dimethylamino)-1-phenyl-butan-2-ol